FC1=C(C=CC(=C1)F)S(=O)(=O)NCC1=CC=C(CNC(=O)C=2C=NC=NC2)C=C1 N-(4-((2,4-Difluorophenylsulfonamido)methyl)benzyl)pyrimidin-5-carboxamid